ClCOC(=O)OCC(C(=O)OC(C)(C)C)(CC)C Tert-Butyl 2-({[(chloromethoxy)carbonyl]oxy}methyl)-2-methylbutanoate